C(=O)O.C(C)OC1=NC=2N(C=C1C(=O)NC1=NC=C(N=C1)N1C[C@@H](NCC1)C)C=C(N2)C (S)-7-ethoxy-2-methyl-N-(5-(3-methylpiperazin-1-yl)pyrazin-2-yl)imidazo[1,2-a]pyrimidine-6-carboxamide formate